CC(C)(C)OC(=O)N1CCCC1 tetrahydropyrrole-1-carboxylic acid 2-methylpropan-2-yl ester